4-[(4-aminophenyl)oxy]-1,3-phenylenediamine NC1=CC=C(C=C1)OC1=C(C=C(C=C1)N)N